N1N=CC(=C1)CC(C1=CC=CC=C1)=NO 4-pyrazoleacetophenone oxime